6-methyl-4-[(1-methylcyclopropyl)amino]-N-[(4-methylpyridin-2-yl)methyl]furo[2,3-d]pyrimidine-5-carboxamide CC1=C(C2=C(N=CN=C2NC2(CC2)C)O1)C(=O)NCC1=NC=CC(=C1)C